NC1CC(N(C1)C1=CC=C(C=C1)S(=O)(=O)N1CCN(CC1)C1=NC(=CC(=C1)C([C@@H]1CC[C@H](CC1)C(=O)OC)(F)F)Cl)=O Trans-methyl 4-[[2-[4-[4-(4-amino-2-oxo-pyrrolidin-1-yl)phenyl]sulfonylpiperazin-1-yl]-6-chloro-4-pyridyl]-difluoro-methyl]cyclohexanecarboxylate